C1(=CC=CC=C1)S(=O)(=O)O.C(C1=CC=CC=C1)OC([C@H](N)C)=O D-alanine benzyl ester benzenesulfonate